(S)-(1,3-Dimethyl-azetidin-3-yl)-(4-methylsulfanyl-phenyl)-(4-trifluoromethoxy-phenyl)-methanol CN1CC(C1)(C)[C@](O)(C1=CC=C(C=C1)OC(F)(F)F)C1=CC=C(C=C1)SC